1-(5-fluoro-1-methyl-6-(4,4,5,5-tetramethyl-1,3,2-dioxaborolan-2-yl)-1H-indazol-3-yl)dihydropyrimidine-2,4(1H,3H)-dione FC=1C=C2C(=NN(C2=CC1B1OC(C(O1)(C)C)(C)C)C)N1C(NC(CC1)=O)=O